C(C)(C)(C)OC(=O)N1C(CNCC1)C=1C=NC(=CC1)C(NC=1C=NN(C1)C)=O (6-((1-methyl-1H-pyrazol-4-yl)carbamoyl)pyridin-3-yl)piperazine-1-carboxylic acid tert-butyl ester